5-((5-aminopyrazin-2-yl)ethynyl)-N-(5-(tert-butyl)-1H-pyrazol-3-yl)nicotinamide NC=1N=CC(=NC1)C#CC=1C=NC=C(C(=O)NC2=NNC(=C2)C(C)(C)C)C1